tert-butyl (1R,4S,5RS)-5-(3-(2,8-dimethylimidazo[1,2-b]pyridazin-6-yl)thieno[2,3-b]pyrazin-6-yl)-2-azabicyclo[2.2.1]heptane-2-carboxylate CC=1N=C2N(N=C(C=C2C)C2=CN=C3C(=N2)SC(=C3)[C@H]3[C@H]2CN([C@@H](C3)C2)C(=O)OC(C)(C)C)C1 |&1:19|